[C@@H]1([C@H](O)[C@@H](O)[C@H](O)[C@H](O1)CO)O[C@H]1[C@@H](O[C@@H]([C@H]([C@@H]1O)O[C@H]1[C@H](O)[C@H](O)[C@@H](O)[C@@H](O1)C)CO)O[C@@H]1C[C@H]2CC[C@H]3[C@@H]4C[C@H]5[C@H]([C@H](C)[C@]6(O5)CC[C@@H](C)CO6)[C@]4(CC[C@@H]3[C@]2(CC1)C)C 3-O-{[beta-D-glucopyranosyl-(1→2)]-[α-L-rhamnopyranosyl-(1→4)]-beta-D-glucopyranosyl}-(25R)-5beta-spirostan-3beta-ol